6-bromo-2-methyl-2,3-dihydrobenzofuran BrC1=CC2=C(CC(O2)C)C=C1